3,5-dimethyl-1H-pyrrole-2-carbaldehyde CC1=C(NC(=C1)C)C=O